[C@H]12OC[C@H](N(C1)CCOCCN1C3=C(OC4=C1N=CC(=C4)C=4C=C1C=NNC1=CC4)C=C(C(=C3)C)C=3C=C4C=NNC4=CC3)C2 10-(2-(2-((1R,4R)-2-oxa-5-azabicyclo[2.2.1]heptan-5-yl)ethoxy)ethyl)-3,7-di(1H-indazol-5-yl)-8-methyl-10H-benzo[b]pyrido[2,3-e][1,4]oxazine